COC1=NC=CC(=C1)[C@H](C)NC(=O)C=1C=NC2=C(N=C(C=C2C1N1CC(CC1)(COC)NCC)C)C1CC1 N-[(S)-1-(2-methoxy-4-pyridyl)ethyl]-8-cyclopropyl-4-[3-(ethylamino)-3-(methoxymethyl)-1-pyrrolidinyl]-6-methyl-1,7-diaza-3-naphthamide